N[C@@H](C(C)(C)C)C(=O)O L-t-butylglycine